ClC1=CC=C(C=C1)CCN 2-(4-chlorophenyl)ethan-1-amine